monopropylethanolide C(CC)C1C(=O)O1